BrC=1C=2N(C=C(C1)C1CC1)N=C(N2)\C=N\[S@](=O)C(C)(C)C (R,E)-N-((8-bromo-6-cyclopropyl-[1,2,4]triazolo[1,5-a]pyridin-2-yl)methylene)-2-methylpropane-2-sulfinamide